O=C1NC(CCC1N1C(C2=CC=CC(=C2C1)/C=C/CNC(C1=NC=C(C=C1)C=1N=CC2=C(C=CC=C2C1)N1N=C(C2=C1CN(C(C2)=O)C)CC)=O)=O)=O (E)-N-(3-(2-(2,6-Dioxopiperidin-3-yl)-1-oxoisoindolin-4-yl)allyl)-5-(8-(3-ethyl-6-methyl-5-oxo-4,5,6,7-tetrahydro-1H-pyrazolo[3,4-c]pyridin-1-yl)isoquinolin-3-yl)picolinamide